C(C)(=O)[O-].C(C)(=O)[O-].C(CCCCCCCCCCC)[Sn+2]CCCCCCCCCCCC dilauryltin diacetate